4-[(2R)-3-(3,4-dihydro-1H-isoquinolin-2-yl)-2-hydroxy-propyl]-8-(3-hydroxyprop-1-ynyl)-2,3-dihydro-1,4-benzoxazepin-5-one C1N(CCC2=CC=CC=C12)C[C@H](CN1CCOC2=C(C1=O)C=CC(=C2)C#CCO)O